ClC=1C=C(C=CC1Cl)NC(=O)[C@@H]1[C@H]2C[C@@H]([C@@H]([C@@H]1C1=CC(=NC=C1)C(F)(F)F)O2)O (1R,2S,3S,4R,5S)-N-(3,4-dichlorophenyl)-5-hydroxy-3-(2-(trifluoromethyl)pyridin-4-yl)-7-Oxabicyclo[2.2.1]Heptane-2-carboxamide